methyl (E)-2-(((3-hydroxy-6-(trifluoromethyl)pyridin-2-yl)imino)methyl)-1,1-dimethylisoindoline-4-carboxylate OC=1C(=NC(=CC1)C(F)(F)F)\N=C\N1C(C=2C=CC=C(C2C1)C(=O)OC)(C)C